N-methyl-3-(1-methylimidazol-4-yl)-4-[[6-(trifluoromethyl)-3-pyridyl]methylamino]benzenesulfonamide CNS(=O)(=O)C1=CC(=C(C=C1)NCC=1C=NC(=CC1)C(F)(F)F)C=1N=CN(C1)C